3-(((2-aminoethyl)(ethyl)amino)methyl)-2-fluorobenzonitrile TFA salt OC(=O)C(F)(F)F.NCCN(CC)CC=1C(=C(C#N)C=CC1)F